t-butyl {[6-(7-(2-fluoro-4-nitrophenoxy)thieno[3,2-b]pyridin-2-yl)pyridin-3-yl]methyl}(2-methoxyethyl)carbamate FC1=C(OC2=C3C(=NC=C2)C=C(S3)C3=CC=C(C=N3)CN(C(OC(C)(C)C)=O)CCOC)C=CC(=C1)[N+](=O)[O-]